BrCC1=C(C(=CC=C1)C(=O)OC)C(=O)OC dimethyl 3-(bromomethyl)benzene-1,2-dicarboxylate